N[C@@H](C([2H])([2H])[2H])C(=O)O L-alanine-3,3,3-d3